C1(CC1)C1=NC(=NO1)C1(CCN(CC1)C(=O)N[C@H]1[C@@H](C(CCC1)(F)F)N1CCN(CC1)C(C)C)C |r| rac-4-(5-cyclopropyl-1,2,4-oxadiazol-3-yl)-N-{(1R,2S)-3,3-difluoro-2-[4-(propan-2-yl)piperazin-1-yl]cyclohexyl}-4-methylpiperidine-1-carboxamide